cyclododecatrien-1-ol C1(=CC=CC=CCCCCCC1)O